C(C)OC(=O)C1C=NC=2N1N(C=CC2)Cl 5-Chloroimidazo[1,2-b]pyridazine-3-carboxylic acid ethyl ester